Methyl-d3 (S)-2-((((9H-fluoren-9-yl)methoxy)carbonyl)amino)-6-diazo-5-oxohexanoate C1=CC=CC=2C3=CC=CC=C3C(C12)COC(=O)N[C@H](C(=O)OC([2H])([2H])[2H])CCC(C=[N+]=[N-])=O